1-(4-fluorophenyl)-1H-imidazol-4-amine hydrochloride Cl.FC1=CC=C(C=C1)N1C=NC(=C1)N